FC(C1=CC=C(OC=2C(=NC=CN2)N2CCN(CC2)C(C=C)=O)C=C1)(F)F 1-(4-(3-(4-(trifluoromethyl)phenoxy)pyrazin-2-yl)piperazin-1-yl)prop-2-en-1-one